[Si](C)(C)(C(C)(C)C)O[C@@H]([C@H](C)NC(OCC1=CC=CC=C1)=O)C=C benzyl ((2S,3R)-3-((tert-butyldimethylsilyl)oxy)pent-4-en-2-yl)carbamate